2-methoxy-4-(3-(4-methylpiperazin-1-yl)azetidin-1-yl)benzene COC1=CC=CC(=C1)N1CC(C1)N1CCN(CC1)C